FC(C(=O)O)(F)F.FC(C=1C=2N(C=C(C1)NC(=O)N1CCC=3C1=NC=CC3N3CCNCC3)C=C(N2)C)F N-(8-(difluoromethyl)-2-methylimidazo[1,2-a]pyridin-6-yl)-4-(piperazin-1-yl)-2,3-dihydro-1H-pyrrolo[2,3-b]pyridine-1-carboxamide 2,2,2-trifluoroacetate